C(CC)OC(=O)CC1C2C3C4C=CC(C3C(C1)C2)C4 8-(n-propoxycarbonylmethyl)-tetracyclo[4.4.0.12,5.17,10]-3-dodecene